C(=C)C1=CC=C(C=C1)N1C(C=CC1=O)=O N-(p-vinylphenyl)maleimide